C(CCC)OC1=CC=C(C=C1)C1=CC=CC(=N1)C(=O)N/N=C/C1=CC(=CC(=C1)OC)OC (E)-6-(4-butoxyphenyl)-N'-(3,5-dimethoxybenzylidene)picolinohydrazide